C1(CC1)[C@@H](C)NN1NN2C(C=C1)=C(C=C2)C=2C=NC=1N(C2)C=CN1 (R)-N-(1-Cyclopropylethyl)-5-(imidazo[1,2-a]pyrimidin-6-yl)pyrrolo[2,1-f]triazin-2-amine